FC=1C(=NC(=NC1)N1CCC(CC1)C(=O)N1OCC[C@H]1C1=NC(=CN=C1)OC)C(=O)N 5-fluoro-2-[4-[(3S)-3-(6-methoxypyrazin-2-yl)isoxazolidine-2-carbonyl]-1-piperidinyl]pyrimidine-4-carboxamide